tert-butyl (2S,3R)-3-ethylpyrrolidine-2-carboxylate C(C)[C@H]1[C@H](NCC1)C(=O)OC(C)(C)C